8-(4,4-difluoropiperidin-1-yl)-N-(4-((2,6-dioxopiperidin-3-yl)amino)phenyl)octanamide FC1(CCN(CC1)CCCCCCCC(=O)NC1=CC=C(C=C1)NC1C(NC(CC1)=O)=O)F